1-(5-((5-amino-7-methoxyimidazo[1,2-c]quinazolin-2-yl)methyl)-3,4-dihydroisoquinolin-2(1H)-yl)-4,4,4-trifluorobutan-1-one NC1=NC=2C(=CC=CC2C=2N1C=C(N2)CC2=C1CCN(CC1=CC=C2)C(CCC(F)(F)F)=O)OC